(2-aminoethyl methacrylate) hydrochloride Cl.NCCC=C(C(=O)O)C